ClC1=NC(=C2NC=NC2=N1)N 2-Chloroadenine